di(2-cyanoethyl) sulfone C(#N)CCS(=O)(=O)CCC#N